O(C1=CC=CC=C1)C1=CC=C(C=C1)C1=NN2C(NCC[C@H]2C2CCN(CC2)C(C#C)=O)=C1C(=O)N (S)-2-(4-phenoxyphenyl)-7-(1-propioloylpiperidin-4-yl)-4,5,6,7-tetrahydropyrazolo[1,5-a]pyrimidine-3-carboxamide